(1R,6R,7R)-N-(7-chloro-6-(1-((3S,4S)-4-hydroxy-3-methyltetrahydrofuran-3-yl)piperidin-4-yl)isoquinolin-3-yl)-2-oxabicyclo[4.1.0]heptane-7-carboxamide ClC1=C(C=C2C=C(N=CC2=C1)NC(=O)[C@@H]1[C@H]2CCCO[C@@H]12)C1CCN(CC1)[C@]1(COC[C@H]1O)C